4-[4-(benzyloxy)-2-methoxy-6-methylbenzoyloxy]-2-hydroxy-3,5,6-trimethylbenzoic acid C(C1=CC=CC=C1)OC1=CC(=C(C(=O)OC2=C(C(=C(C(=O)O)C(=C2C)C)O)C)C(=C1)C)OC